F[C@@H]1[C@@H](C1)NC(=O)C1=CN=C2N1N=C(C=C2N(C)CC2=CC=C(C=C2)OC)N2CCC1=C(C=CC=C21)N2CCN(CC2)C(=O)OCC2=CC=CC=C2 Benzyl 4-[1-(3-{[(1R,2S)-2-fluorocyclopropyl]carbamoyl}-8-{[(4-methoxyphenyl)methyl](methyl)amino}imidazo[1,2-b]pyridazin-6-yl)-2,3-dihydroindol-4-yl]piperazine-1-carboxylate